ClC1=C(C=CC=C1NC=1C(=C2C(N(C=NC2=CC1)C)=O)C)NS(=O)(=O)CCC N-(2-chloro-3-((3,5-dimethyl-4-oxo-3,4-dihydroquinazolin-6-yl)amino)phenyl)propane-1-sulfonamide